ClC=1C=C(OC2=C(C=C(C=C2)NC(CC=2C=C(C(=O)NC)C=CC2)=O)S(N)(=O)=O)C=CC1 3-(2-[4-(3-chlorophenoxy)-3-sulfamoylphenyl]amino-2-oxoethyl)-N-methylbenzamide